COC1=C(C=C2C(=NC=NC2=C1)C=1C(=NN(C1)C)C1=CC=CC=C1)NC(=O)C=1C=NN(C1)C N-(7-methoxy-4-(1-methyl-3-phenyl-1H-pyrazol-4-yl)quinazolin-6-yl)-1-methyl-1H-pyrazole-4-carboxamide